C(CCCCCCCCCCCCCCCCCCCCCCCCCCCCCC)OC(C(=C)C)=O.CC1=C(C=CC(=C1C)O)C(CCCCCCCCC)C1=C(C(=C(C=C1)O)C)C 1,1-bis(2,3-dimethyl-4-hydroxyphenyl)decane hentriacontyl-methacrylate